C(C)NS(=O)(=O)C1=CC(=CC=C1)C1=NN(C(C2=CC=CC=C12)=O)C1=C(C=CC=C1)F N-ethyl-3-(3-(2-fluorophenyl)-4-oxo-3,4-dihydro-phthalazin-1-yl)benzenesulfonamide